C1(CC1)CS(=O)(=O)NC1=CNC2=CC=C(C=C12)OCCC1=CC=C(C=C1)C(F)(F)F 1-cyclopropyl-N-(5-{2-[4-(trifluoromethyl)phenyl]ethoxy}-1H-indol-3-yl)methanesulfonamide